N1=C(C=CC2=CC=CC=C12)C1=C(C=CC=C1)N1C(CCC1=O)=O 1-(2-(quinolin-2-yl)phenyl)pyrrolidine-2,5-dione